Br.C(C1=CC=CC=C1)N1CC(OCC1)COC1=C(C=CC=C1)OCC 4-benzyl-2-((2-ethoxyphenoxy)methyl)morpholine HBr